2-Fluoro-4-iodo-1-nitrobenzene FC1=C(C=CC(=C1)I)[N+](=O)[O-]